(4-methoxy-phenyl)-methanethiol COC1=CC=C(C=C1)CS